tert-butyl N-[[4-[[[2-(2,6-dioxo-3-piperidyl)-1,3-dioxo-isoindolin-4-yl]amino]methyl] phenyl]methyl]-N-methyl-carbamate O=C1NC(CCC1N1C(C2=CC=CC(=C2C1=O)NCC1=CC=C(C=C1)CN(C(OC(C)(C)C)=O)C)=O)=O